9-(4'-chloro-[1,1'-biphenyl]-2-yl)-carbazole ClC1=CC=C(C=C1)C1=C(C=CC=C1)N1C2=CC=CC=C2C=2C=CC=CC12